tert-butyl (6-(4-((5-chloro-2-methyl-6-(2H-1,2,3-triazol-2-yl)pyridin-3-yl)carbamoyl)-5-(trifluoromethyl)-1H-pyrazol-1-yl)-3-fluoropyridin-2-yl)carbamate ClC=1C=C(C(=NC1N1N=CC=N1)C)NC(=O)C=1C=NN(C1C(F)(F)F)C1=CC=C(C(=N1)NC(OC(C)(C)C)=O)F